melamine nickel [Ni].N1=C(N)N=C(N)N=C1N